FC1=C(CNC2=NC(=NC=C2C(=O)N)NC=2C=NN(C2)CCCCCCCC)C(=CC=C1)OC 4-[(2-fluoro-6-methoxybenzyl)amino]-2-[[1-octyl-1H-pyrazol-4-yl]amino]pyrimidin-5-carboxamide